O1CCN(CCN(CCN(CC1)CC(=O)O)CC(=O)O)CC(=O)O 1-oxa-4,7,10-triazacyclododecane-4,7,10-triacetic acid